3-(3,4-diethoxyphenyl)acrylic acid C(C)OC=1C=C(C=CC1OCC)C=CC(=O)O